C(C)CCCCOC(C(C(C(=O)O)C(C)C)(C#N)C(C)C)=O 2,3-diisopropyl-2-cyano-butanedioic acid 1-ethyl-4-n-butyl ester